tert-butyl N-[1-[5-(azidomethyl)pyrimidin-2-yl]-3-piperidyl]-N-(cyclobutylmethyl)carbamate N(=[N+]=[N-])CC=1C=NC(=NC1)N1CC(CCC1)N(C(OC(C)(C)C)=O)CC1CCC1